C(C)(C)(C)N(C(C1=C(C=CC(=C1)F)OC=1C(=NC=NC1)N1CC2(CC1)CN(CC2)CC2=CC1=C(NC(N1)=O)C=C2)=O)C N-(tert-butyl)-5-fluoro-N-methyl-2-((4-(7-((2-oxo-2,3-dihydro-1H-benzo[d]imidazol-5-yl)methyl)-2,7-diazaspiro[4.4]nonan-2-yl)pyrimidin-5-yl)oxy)benzamide